CNCCCCN[C@@H]1C[C@H](CC1)NC1=NC=C(C(=N1)C1=CNC2=CC(=CC=C12)C(=O)O)C(F)(F)F 3-(2-{[(1S,3S)-3-{[4-(Methylamino)butyl]amino}cyclopentyl]amino}-5-(trifluoromethyl)pyrimidin-4-yl)-1H-indole-6-carboxylic acid